hippurate C(CNC(=O)C1=CC=CC=C1)(=O)[O-]